methyl-2-oxo-1,2,3,4-tetrahydroquinazoline-7-carboxylate COC(=O)C1=CC=C2CNC(NC2=C1)=O